isopropyl-5-methylphenolate C(C)(C)C1=C(C=C(C=C1)C)[O-]